C(C)(C)OP(OC(C)C)NC1=NSC2=C1C=CC=C2 (diisopropyloxyphosphino)aminobenzothiazoleN